C(CC=C)NC1=NC(=CC=C1C)N N2-(but-3-en-1-yl)-3-methylpyridine-2,6-diamine